N(=[N+]=[N-])C[C@@](C)(O)C=1SC(=CN1)S(=O)(N[Si](C)(C)C(C)(C)C)=NC(NC1=C2CCCC2=CC=2CCCC12)=O 2-((R)-1-azido-2-hydroxypropan-2-yl)-N-(tert-butyldimethylsilyl)-N'-((1,2,3,5,6,7-hexahydro-s-indacen-4-yl)carbamoyl)thiazole-5-sulfonimidamide